[N+](=O)([O-])C=1C(=CC=C(C1)N)N 5-nitrobenzene-1,4-diamine